ClC1=CC=CC2=C1NC(=N2)C(=O)N2C(C=1C=CC=NC1C(C2)(F)F)C (7-chloro-1H-benzo[d]imidazol-2-yl)(8,8-difluoro-5-methyl-7,8-dihydro-1,6-naphthyridin-6(5H)-yl)methanone